Octyldecyltrimethoxysilan C(CCCCCCC)CO[Si](OC)(OC)CCCCCCCCCC